4-methyl-2-(α-methylbenzyl)phenol CC1=CC(=C(C=C1)O)C(C1=CC=CC=C1)C